FCCCCCCC1=C(C(=C(C(=C1C)OC1OCCCC1)OC)OC)OC1OCCCC1 ((2-(6-fluorohexyl)-5,6-dimethoxy-3-methyl-1,4-phenylene)bis(oxy))bis(tetrahydro-2H-pyran)